C(\C=C\C=C/CCCCC)=O 2E,4Z-decdienal